(S)-N-(1-(5-cyanopyridin-2-yl)piperidin-4-yl)-N-methyl-2-(2-((6-oxo-5-(trifluoromethyl)-1,6-dihydropyridazin-4-yl)amino)propoxy)acetamide C(#N)C=1C=CC(=NC1)N1CCC(CC1)N(C(COC[C@H](C)NC=1C=NNC(C1C(F)(F)F)=O)=O)C